N-[3-(phenylethansulfonyloxy)phenyl]-N'-[4-(phenylethansulfonyloxy)phenyl]urea C1(=CC=CC=C1)CCS(=O)(=O)OC=1C=C(C=CC1)NC(=O)NC1=CC=C(C=C1)OS(=O)(=O)CCC1=CC=CC=C1